C(C#C)Br propargyl bromide